C1(CC1)C1=CC(=C(S1)C(=O)N)OCCN(C)C 5-cyclopropyl-3-(2-(dimethylamino)ethoxy)thiophene-2-carboxamide